2-((6-hydroxy-5'-methyl-4-pentyl-2'-(prop-1-en-2-yl)-[1,1'-biphenyl]-2-yl)oxy)propan-2-yl dimethyl phosphate P(=O)(OC(C)(C)OC1=C(C(=CC(=C1)CCCCC)O)C1=C(C=CC(=C1)C)C(=C)C)(OC)OC